OCCN(C(=O)CN1C(=NC2=C3CC[C@@H](N(C3=CC=C21)C(=O)OC)C)CCN2N=CC=C2)C methyl (7S)-3-{[(2-hydroxyethyl)(methyl)carbamoyl]methyl}-7-methyl-2-[2-(1H-pyrazol-1-yl)ethyl]-3H,6H,7H,8H,9H-imidazo[4,5-f]quinoline-6-carboxylate